2-((4-(6-((4-Cyano-2-methoxybenzyl)oxy)pyridin-2-yl)piperidin-1-yl)methyl)-4-methoxy-1-methyl-1H-benzo[d]imidazole-6-carboxylic acid C(#N)C1=CC(=C(COC2=CC=CC(=N2)C2CCN(CC2)CC2=NC3=C(N2C)C=C(C=C3OC)C(=O)O)C=C1)OC